COC(=O)C1(CCC(CC1)C1=NC(=CC(=N1)O)C)OC 4-(4-hydroxy-6-methylpyrimidin-2-yl)-1-methoxycyclohexane-1-carboxylic acid methyl ester